N-(6-bromohexyl)carbazole BrCCCCCCN1C2=CC=CC=C2C=2C=CC=CC12